FC(C=1C=C(C=CC1)C(C)(O)C1=CC(=C(C=C1)B1OC(C(O1)(C)C)(C)C)F)F 1-(3-(difluoromethyl)phenyl)-1-(3-fluoro-4-(4,4,5,5-tetramethyl-1,3,2-dioxaborolan-2-yl)phenyl)ethanol